Cl.Cl.N1C(=NC2=C1C=CC=C2)C(N2C(C1=CC(=CC=C1C2)C2=CC=C(C=C2)C2CCN(CC2)C)=S)C2=C(C=CC(=C2)F)O 2-[1H-benzimidazol-2-yl-(5-fluoro-2-hydroxy-phenyl)methyl]-6-[4-(1-methyl-4-piperidinyl)phenyl]isoindoline-1-thione, dihydrochloride